tert-butyl 4-((5-((7-fluoro-2-methyl-2H-indazol-5-yl)carbamoyl)-4-methoxypyrimidin-2-yl)(methyl)amino)piperidine-1-carboxylate FC1=CC(=CC2=CN(N=C12)C)NC(=O)C=1C(=NC(=NC1)N(C1CCN(CC1)C(=O)OC(C)(C)C)C)OC